ClC(C1=CC=NC=C1C(=O)O)(Cl)Cl 4-trichloromethyl-nicotinic acid